Cl.NC1CCN(CC1)S(=O)(=O)C1=CC(=C(C#N)C=C1)CC(CN1CCC(CC1)C1=CC=C2C(=NN(C2=C1)C)N1C(NC(CC1)=O)=O)C 4-((4-aminopiperidin-1-yl)sulfonyl)-2-(3-(4-(3-(2,4-dioxo-tetrahydropyrimidin-1(2H)-yl)-1-methyl-1H-indazol-6-yl)piperidin-1-yl)-2-methylpropyl)-benzonitrile hydrochloride